BrC1=C2C=CNC(C2=CC(=C1)C(=O)O)=O 5-bromo-1-oxo-1,2-dihydroisoquinoline-7-carboxylic acid